tert-butyl 3-((ethylthio)methyl)azetidine-1-carboxylate Tert-butyl-3-(iodomethyl)azetidine-1-carboxylate C(C)(C)(C)OC(=O)N1CC(C1)CI.C(C)SCC1CN(C1)C(=O)OC(C)(C)C